O(N)C1=CC=C(C=C1)C=C (4-aminoxyphenyl)ethylene